C(N)(OCCC=1N(C2=CC=CC=C2C1CN)C1CCN(CC1)[C@@H]1CC[C@@H](CC1)C(C)C)=O 2-(3-(aminomethyl)-1-(1-(cis-4-isopropylcyclohexyl)piperidin-4-yl)-1H-indol-2-yl)ethyl carbamate